C[C@]12C(OC([C@@]2([C@H]2CC[C@@H]1O2)C)=O)=O (3aR,4S,7R,7aS)-3a,7a-dimethylhexahydro-4,7-epoxyisobenzofuran-1,3-dione